C(C)N(C=1C=C(C=C(C1)C(F)(F)F)NS(=O)(=O)C1=C(C=C(C=C1C(C)C)C(C)C)C(C)C)CC N-(3-(Diethylamino)-5-(trifluoromethyl)phenyl)-2,4,6-triisopropylbenzenesulfonamide